2-((6-methoxypyridin-2-yl)methyl)-6-(phenylsulfonyl)phthalazin-1(2H)-one COC1=CC=CC(=N1)CN1C(C2=CC=C(C=C2C=N1)S(=O)(=O)C1=CC=CC=C1)=O